OC1=C(C=C(C=C1)C(C)=O)OC 1-(4-hydroxy-3-methoxyphenyl)ethanone